C1(=NC=CC2=CC=CC=C12)C(C)N1CCC(CC1)N(S(=O)(=O)C)CC(=O)NCC(NCC#C)=O 2-(N-(1-(1-(isoquinolin-1-yl)ethyl)piperidin-4-yl)methylsulfonamido)-N-(2-oxo-2-(prop-2-yn-1-ylamino)ethyl)acetamide